N-methyl-2-({3-[(E)-2-{1-[3-(pyrrolidin-1-yl)propyl]-1H-pyrazole-4-yl}vinyl]-1H-indazol-6-yl}thio)benzamide CNC(C1=C(C=CC=C1)SC1=CC=C2C(=NNC2=C1)\C=C\C=1C=NN(C1)CCCN1CCCC1)=O